FC1(CC(C1)C=1C=CC(=NC1)[C@@H](NC(=O)[C@H]1N(C[C@@H](C1)F)C(CC=1OC=C(N1)C(F)(F)F)=O)C1=CC=CC=C1)F (2S,4R)-N-[(S)-[5-(3,3-difluorocyclobutyl)pyridin-2-yl](phenyl)methyl]-4-fluoro-1-{2-[4-(trifluoromethyl)-1,3-oxazol-2-yl]acetyl}pyrrolidine-2-carboxamide